ClC1=CC(=CC(=N1)N1CCN(CC1)S(=O)(=O)C1=CC=C(C=C1)N1C(CC(C1)N1C[C@H](NCC1)CO)=O)C(F)(F)F 1-[4-[4-[6-Chloro-4-(trifluoromethyl)-2-pyridyl]piperazin-1-yl]sulfonylphenyl]-4-[(3S)-3-(hydroxymethyl)piperazin-1-yl]pyrrolidin-2-one